methyl (16Z,19Z,22R,23E,25E,29S,31Z)-22,29-dihydroxytetratriaconta-16,19,23,25,31-pentaen-27-ynoate O[C@H](C\C=C/C\C=C/CCCCCCCCCCCCCCC(=O)OC)\C=C\C=C\C#C[C@H](C\C=C/CC)O